(R)-3-(4-((5-cyclopropyl-1H-pyrazol-3-yl)amino)-2-(3-methylpiperazine-1-carbonyl)quinazolin-6-yl)-1-(4-(trifluoromethyl)piperidin-1-yl)prop-2-yn-1-one, hydrochloride Cl.C1(CC1)C1=CC(=NN1)NC1=NC(=NC2=CC=C(C=C12)C#CC(=O)N1CCC(CC1)C(F)(F)F)C(=O)N1C[C@H](NCC1)C